COC(=O)C1=C(OCCCC(=O)NCC(=O)N2[C@H]3C[C@]3(C[C@H]2C(=O)OCC2=CC=CC=C2)C)C=CC=C1 benzyl (1S,3S,5S)-2-((4-(2-(methoxycarbonyl)phenoxy)butanoyl)glycyl)-5-methyl-2-azabicyclo[3.1.0]hexane-3-carboxylate